FC=1C=C2C(CC3(NC2=CC1)CCN(CC3)C(=O)NCC3=CC(=C(C=C3)F)NCCO)=O 6'-fluoro-N-(4-fluoro-3-((2-hydroxyethyl)amino)benzyl)-4'-oxo-3',4'-dihydro-1'H-spiro[piperidine-4,2'-quinoline]-1-carboxamide